O=C1N(C[C@@H](C1)CCC)[C@H](C(=O)N)CC (2S)-2-[(4R)-2-oxo-4-propyl-pyrrolidine-1-yl]butyramide